C(#N)C(C(=O)[O-])(C)C.[K+].FC1=C(C(=CC(=C1)N1CCN(CC1)C)F)C1CC(N1C1=CC2=C(N(C=N2)COCC[Si](C)(C)C)C=C1)=O 4-(2,6-difluoro-4-(4-methylpiperazin-1-yl)phenyl)-1-(1-((2-(trimethylsilyl)ethoxy)methyl)-1H-benzo[d]imidazol-5-yl)azetidin-2-one potassium 2-cyano-2-methyl-propanoate